6-Carboxy-2-(3,5-dichlorophenyl)-benzoOxazole C(=O)(O)C1=CC2=C(N=C(O2)C2=CC(=CC(=C2)Cl)Cl)C=C1